ClC=1C(=C(C=C(C1OCCCO)C)C=1C(CC(NN1)=O)C)F 6-[3-chloro-2-fluoro-4-(3-hydroxypropoxy)-5-methylphenyl]-5-methyl-4,5-dihydro-2H-pyridazin-3-one